SC[C@@H](CNC(OCC1=CC=CC=C1)=O)NC(OC(C)(C)C)=O (R)-benzyl tert-butyl (3-mercaptopropane-1,2-diyl)dicarbamate